CC1N(CCOC1)C1=C2N=CN(C2=NC(=N1)C1=C2C(=NC=C1)NC=C2)S(=O)(=O)C 3-methyl-4-(9-(methylsulfonyl)-2-(1H-pyrrolo[2,3-b]pyridin-4-yl)-9H-purin-6-yl)morpholine